5-[(4R,10bS)-4-methyl-8-(9-oxa-3,7-diazabicyclo[3.3.1]non-3-yl)-3,4,6,10b-tetrahydro-1H-pyrazino[2,1-a]isoindol-2-yl]quinoline-8-carbonitrile C[C@@H]1CN(C[C@H]2N1CC1=CC(=CC=C21)N2CC1CNCC(C2)O1)C1=C2C=CC=NC2=C(C=C1)C#N